1-(4-((2,2-dimethylmorpholino)methyl)phenyl)ethan-1-ol CC1(OCCN(C1)CC1=CC=C(C=C1)C(C)O)C